N[C@H](C(=O)O)CCCC(=O)NCCN (S)-2-amino-6-((2-aminoethyl)amino)-6-oxohexanoic acid